1-[2,4-bis(methoxymethoxy)phenyl]cyclobutylamine COCOC1=C(C=CC(=C1)OCOC)C1(CCC1)N